(((((1R,2S,5R)-2-carbamoyl-3-methyl-7-oxo-1,6-diazabicyclo[3.2.1]oct-3-en-6-yl) oxy) sulfonyl) oxy)-2,2-dimethylpropionate C(N)(=O)[C@H]1N2C(N([C@H](C=C1C)C2)OS(=O)(=O)OCC(C(=O)[O-])(C)C)=O